2-(4-(3,3-difluorocyclobutoxy)-6-methylpyridin-2-yl)acetamide FC1(CC(C1)OC1=CC(=NC(=C1)C)CC(=O)N)F